3-(5-((R)-6-fluoro-3-methylindoline-1-carbonyl)-1-oxoisoindolin-2-yl)piperidine FC1=CC=C2[C@H](CN(C2=C1)C(=O)C=1C=C2CN(C(C2=CC1)=O)C1CNCCC1)C